Oxohexenoic acid CCC(=O)C=CC(=O)O